4-(3-Methylphenyl)pyrrolidin-2-one CC=1C=C(C=CC1)C1CC(NC1)=O